1-allyl-3,4-dihydroisoquinoline C(C=C)C1=NCCC2=CC=CC=C12